C(C)(C)(C)OC(=O)N1CCC(CC1)N1N=CC(=C1)N 4-(4-amino-pyrazol-1-yl)-piperidine-1-carboxylic acid tert-butyl ester